((4-(1,1,1,3,3,3-hexafluoro-2-hydroxypropan-2-yl)phenyl)carbamoyl)-1,2,3,4-tetrahydroisoquinoline-6-sulfonyl chloride FC(C(C(F)(F)F)(O)C1=CC=C(C=C1)NC(=O)C1NCCC2=CC(=CC=C12)S(=O)(=O)Cl)(F)F